ClC1=C(C=CC(=C1)Cl)C=1N(C(=CC1C#N)C1=C2C(=NC=C1)NC=C2)COCC[Si](C)(C)C 2-(2,4-dichlorophenyl)-5-(1H-pyrrolo[2,3-b]pyridin-4-yl)-1-{[2-(trimethylsilyl)ethoxy]methyl}-1H-pyrrole-3-carbonitrile